[N+](=O)([O-])C=1C=NN2C1S(CCC2)(=O)=O 3-nitro-5H,6H,7H-4λ6-pyrazolo[3,2-b][1,3]thiazine-4,4-dione